Cl.Cl.C(C)C=1C(NC2=CC(=CN=C2C1)CN1CCNCC1)=O 3-ethyl-7-(piperazin-1-ylmethyl)-1,5-naphthyridin-2(1H)-one dihydrochloride